4-(3-((benzyloxy)methyl)-4-ethyl-5-oxo-4,5-dihydro-1H-1,2,4-triazol-1-yl)-5-fluoro-2-(1-hydroxy-3-methylbut-3-en-2-yl)-N-(o-tolyl)benzamide C(C1=CC=CC=C1)OCC1=NN(C(N1CC)=O)C1=CC(=C(C(=O)NC2=C(C=CC=C2)C)C=C1F)C(CO)C(=C)C